BrC=1C(=C(C=CC1)C1=NN=CN1CCO)F 2-(3-(3-bromo-2-fluorophenyl)-4H-1,2,4-triazol-4-yl)ethan-1-ol